methyl vinylbenzoate (methyl vinyl benzoate) CC=CC1=C(C(=O)O)C=CC=C1.C(=C)C1=C(C(=O)OC)C=CC=C1